The molecule is a quercetin O-glycoside in which an alpha-L-arabinofuranosyl residue is attached at position 3 of quercetin via a glycosidic linkage. It is isolated particularly from Juglans regia and Foeniculum vulgare. It has a role as a hepatoprotective agent and a plant metabolite. It is a monosaccharide derivative, an alpha-L-arabinofuranoside, a tetrahydroxyflavone and a quercetin O-glycoside. C1=CC(=C(C=C1C2=C(C(=O)C3=C(C=C(C=C3O2)O)O)O[C@H]4[C@@H]([C@H]([C@@H](O4)CO)O)O)O)O